FC(C(=O)NC1=CC=C(C=C1)S(=O)(=O)NCCOCCOC/C=C/C(=O)OC)(F)F methyl (E)-4-[2-[2-[[4-[(2,2,2-trifluoroacetyl)amino]phenyl] sulfonylamino]ethoxy]ethoxy]but-2-enoate